tert-butyl (2R,3S,4S)-3-(acetyloxy)-2-({4-[1-(2-aminopyrimidin-4-yl)-1,2,3-triazol-4-yl]phenyl}methyl)-4-hydroxypyrrolidine-1-carboxylate C(C)(=O)O[C@H]1[C@H](N(C[C@@H]1O)C(=O)OC(C)(C)C)CC1=CC=C(C=C1)C=1N=NN(C1)C1=NC(=NC=C1)N